tert-Butyl (3S)-3-methyl-6-[2-(1-methyl-4-piperidyl) indazol-6-yl]-3,4-dihydro-2H-pyridine-1-carboxylate C[C@@H]1CN(C(=CC1)C=1C=CC2=CN(N=C2C1)C1CCN(CC1)C)C(=O)OC(C)(C)C